COC1=CC=C(C=C1)C1=NOC(=N1)N1CCC(CC1)C(=O)NCCCN1CCN(CC1)C(=O)OC(C)(C)C Tert-butyl 4-(3-(1-(3-(4-methoxyphenyl)-1,2,4-oxadiazol-5-yl)piperidine-4-carboxamido)propyl)piperazine-1-carboxylate